COC(=O)[C@@H]1N(CCN(C1)CCOC)C(=O)OC(C)(C)C (R)-4-(2-methoxy-ethyl)-piperazine-1,2-dicarboxylic acid 1-tert-butyl ester 2-methyl ester